C(C)OC(=O)C=1C(=C2C(=NC1)SC(=N2)C)C=C 2-Methyl-7-vinylthiazolo[5,4-b]pyridine-6-carboxylic acid ethyl ester